4-[1-[3-(tert-butoxycarbonylamino)phenyl]-7-methylsulfanyl-2-oxo-4H-pyrimido[4,5-d]pyrimidin-3-yl]-3,4-dihydro-2H-quinoline-1-carboxylic acid tert-butyl ester C(C)(C)(C)OC(=O)N1CCC(C2=CC=CC=C12)N1C(N(C2=NC(=NC=C2C1)SC)C1=CC(=CC=C1)NC(=O)OC(C)(C)C)=O